O=S1(CCNCC1)=O 1,1-dioxo-1,4-thiazinan